C(C)N1C(C2=C3C(C(=CC=C13)S(=O)(=O)NCC1(CCCC1)C(=O)O)=CC=C2)=O 1-((1-ethyl-2-oxo-1,2-dihydrobenzo[cd]indole-6-sulfonamido)methyl)cyclopentanecarboxylic acid